C1(CC1)C1=NOC=C1C(=O)N[C@@H](C1CCC(CC1)(F)F)C=1N=C2N(N=CC(=C2)[C@H](NC(C[C@@H](C(F)(F)F)C)=O)C2CC2)C1 |o1:32| 3-Cyclopropyl-N-((S)-(7-((R)-cyclopropyl((S*)-4,4,4-trifluoro-3-methylbutanamido)methyl)imidazo[1,2-b]pyridazin-2-yl)(4,4-difluorocyclohexyl)methyl)isoxazole-4-carboxamide